BrC1=CC=C(C(=C1C(CC)O)F)Cl 1-(6-bromo-3-chloro-2-fluorophenyl)propan-1-ol